4-[(1s,4s,5r)-5-{[5-cyclopropyl-3-(2,6-dichlorophenyl)-1,2-oxazol-4-yl]methoxy}-2-azabicyclo[2.2.1]heptan-2-yl]-N-(2-hydroxyethanesulfonyl)benzamide C1(CC1)C1=C(C(=NO1)C1=C(C=CC=C1Cl)Cl)CO[C@H]1[C@@H]2CN([C@H](C1)C2)C2=CC=C(C(=O)NS(=O)(=O)CCO)C=C2